FC=1C=NC=CC1N1C[C@H](N(CC1)C(=O)N[C@H](C)C1=CC(=CC=C1)OC)C (R)-4-(3-Fluoropyridin-4-yl)-N-((R)-1-(3-methoxyphenyl)ethyl)-2-methylpiperazine-1-carboxamide